1-(5'-bromo-2',3'-difluorophenyl)ethane-1-one BrC=1C=C(C(=C(C1)C(C)=O)F)F